C(C)(C)NC1=CC=C(CNC(=O)C=2SC(=CC2)S(NC)(=O)=O)C=C1 N-(4-(isopropylamino)benzyl)-5-(N-methylsulfamoyl)thiophene-2-carboxamide